N,N-dibutylthiourea C(CCC)N(C(=S)N)CCCC